3-(Fmoc-amino)-3-(2-nitrophenyl)propionic acid C(=O)(OCC1C2=CC=CC=C2C2=CC=CC=C12)NC(CC(=O)O)C1=C(C=CC=C1)[N+](=O)[O-]